C(C)(C)(C)C1=C(C(=CC(=C1)O)P(C1=CC=CC=C1)C1=C(C=CC=C1)C1=C(C=CC=C1OC)OC)O 2-(tert-butyl)-6-((2',6'-dimethoxy-[1,1'-biphenyl]-2-yl)(phenyl)phosphino)benzene-1,4-diol